tert-Butyl 4-(4-[5-[(1R)-1-(pyridin-2-yl)ethoxy]imidazo[1,2-a]pyridin-7-yl]-5-methyl-pyrazol-1-yl)piperidine-1-carboxylate N1=C(C=CC=C1)[C@@H](C)OC1=CC(=CC=2N1C=CN2)C=2C=NN(C2C)C2CCN(CC2)C(=O)OC(C)(C)C